2-methoxyethyl (1S,2R,5R)-2-(hydroxycarbamoyl)-3-((6-(4-methoxyphenoxy)pyridin-3-yl)sulfonyl)-3,8-diazabicyclo[3.2.1]octane-8-carboxylate ONC(=O)[C@H]1[C@@H]2CC[C@H](CN1S(=O)(=O)C=1C=NC(=CC1)OC1=CC=C(C=C1)OC)N2C(=O)OCCOC